2-hydroxy-2-(2-(2-oxopyrrolidin-1-yl)-3-((tetrahydro-2H-pyran-4-yl)oxy)phenyl)acetonitrile OC(C#N)C1=C(C(=CC=C1)OC1CCOCC1)N1C(CCC1)=O